3-(azetidin-1-yl)-5-isopropoxy-benzoic acid methyl ester COC(C1=CC(=CC(=C1)OC(C)C)N1CCC1)=O